6-chloro-2,3-diaminotoluene ClC1=CC=C(C(=C1C)N)N